(1S,1aS,6aR)-4-[(5-{6-[(1,1-dioxidotetrahydro-2H-thiopyran-4-yl)oxy]-2-methylpyridin-3-yl}-2-fluorobenzyl)oxy]-1,1a,6,6a-tetrahydrocyclopropa[a]indene-1-carboxylic acid O=S1(CCC(CC1)OC1=CC=C(C(=N1)C)C=1C=CC(=C(COC2=CC=3C[C@@H]4[C@H](C3C=C2)[C@H]4C(=O)O)C1)F)=O